tert-butyl 3-((6-(8-(2,4-dichlorophenyl)-3-(methoxycarbonyl)-6,7-dihydro-5H-benzo[7]annulen-9-yl)-5-fluoropyridin-3-yl)methylene)azetidine-1-carboxylate ClC1=C(C=CC(=C1)Cl)C=1CCCC2=C(C1C1=C(C=C(C=N1)C=C1CN(C1)C(=O)OC(C)(C)C)F)C=CC(=C2)C(=O)OC